O[C@@H]1[C@H](C[C@H](CC1)NC(OCC1=CC=CC=C1)=O)NC(OC(C)(C)C)=O Benzyl tert-butyl [(1S,3S,4S)-4-hydroxycyclohexane-1,3-diyl]biscarbamate